(2R,3R,4R,5R)-2-(Acetoxymethyl)-5-(4-((tert-butoxycarbonyl)(cyclopentyl)amino)-6-chloro-1H-pyrazolo[3,4-d]pyrimidin-1-yl)tetrahydrofuran-3,4-diyl diacetate C(C)(=O)O[C@@H]1[C@H](O[C@H]([C@@H]1OC(C)=O)N1N=CC=2C1=NC(=NC2N(C2CCCC2)C(=O)OC(C)(C)C)Cl)COC(C)=O